ClC=1C=C(C#N)C=C(C1O)N1N=CC(=C1)C(F)(F)F 3-chloro-4-hydroxy-5-[4-(trifluoromethyl)pyrazol-1-yl]benzonitrile